O=S.[Bi] bismuth oxysulfide